N-(3-bromo-4-fluorophenyl)-2-((4-(2,8-dimethyl-4-oxoquinazolin-3(4H)-yl)phenyl)thio)acetamide BrC=1C=C(C=CC1F)NC(CSC1=CC=C(C=C1)N1C(=NC2=C(C=CC=C2C1=O)C)C)=O